6-chloro-2-(4,6-dimethoxypyrimidin-5-yl)-3-methyl-1-((2-(trimethylsilyl)ethoxy)methyl)-1H-pyrrolo[3,2-c]pyridine ClC1=CC2=C(C=N1)C(=C(N2COCC[Si](C)(C)C)C=2C(=NC=NC2OC)OC)C